FC1=C(C2=C(C=CC=C2C=C1)I)C#C[Si](C)(C)C ((2-fluoro-8-iodonaphthalen-1-yl)ethynyl)trimethylsilane